CN1C=C(C=C1C(C(N[C@H](C(F)(F)F)C)=O)=O)C(=O)OC methyl (S)-1-methyl-5-(2-oxo-2-((1,1,1-trifluoropropan-2-yl) amino) acetyl)-1H-pyrrole-3-carboxylate